N[C@H](C(=O)O)CC(=O)OC (S)-2-amino-4-methoxy-4-oxobutanoic acid